2-ethoxy-1-fluoro-3-isothiocyanatobenzene C(C)OC1=C(C=CC=C1N=C=S)F